CC(C[C@H]1[C@@H](C[C@H]2N(CCC3=CC(=C(C=C23)OC)OCCOC2(CCC2)C#N)C1)O)(C)C 1-(2-{[(2R,3R,11bR)-3-(2,2-dimethylpropyl)-2-hydroxy-10-methoxy-1H,2H,3H,4H,6H,7H,11bH-pyrido[2,1-a]isoquinolin-9-yl]oxy}eth-oxy)cyclobutane-1-carbonitrile